C(=O)(OC(C)(C)C)N1C(CCC1)B(O)O 1-N-BOC-PYRROLIDIN-2-YLBORONIC ACID